C1(CC1)C(=O)N1CC2=C(CC1)N=C(N2)C=2C(=CC(=C(C(=O)N1CCC(CC1)C1=CC=C(C#N)C=C1)C2)C)C 4-(1-(5-(5-(cyclopropanecarbonyl)-4,5,6,7-tetrahydro-3H-imidazo[4,5-c]pyridin-2-yl)-2,4-dimethylbenzoyl)piperidin-4-yl)benzonitrile